[N+](=O)([O-])C=1C=NC=C(C1)OC1COCC1 3-nitro-5-tetrahydrofuran-3-yloxy-pyridine